Cl.C[C@H]1NCCCCC1 (R)-2-methylazepane hydrochloride